C(C1=CC=CC=C1)OC(=O)N1CC=2C=CC(=NC2CC1)Cl.NC1=CC=C(C(=N1)C1=C(C=C2C(=NC=NC2=C1)N1[C@H](CN(CC1)C(C=C)=O)C)Cl)C(F)(F)F 1-[(3S)-4-[7-[6-amino-3-(trifluoromethyl)pyridin-2-yl]-6-chloroquinazolin-4-yl]-3-methylpiperazin-1-yl]prop-2-en-1-one benzyl-2-chloro-7,8-dihydro-1,6-naphthyridine-6(5H)-carboxylate